trifluoromethyl-aluminum FC(F)(F)[Al]